NC1CC2C=CC1C2 exo-cis-3-aminobicyclo[2.2.1]hept-5-ene